C12CNCC(CC1)N2CC2=CC=1C(C3=CC=C(C=C3NC1C=C2)OC)(C)C 2-((3,8-diazabicyclo[3.2.1]octan-8-yl)methyl)-6-methoxy-9,9-dimethyl-9,10-dihydroacridine